2-(4-cyclopropylisoxazol-3-yl)-N-(3,5-dichloro-4-(2,6-dioxopiperidin-3-yl)benzyl)-2-methylpropanamide C1(CC1)C=1C(=NOC1)C(C(=O)NCC1=CC(=C(C(=C1)Cl)C1C(NC(CC1)=O)=O)Cl)(C)C